FC1=CC=C2C(=NC(=NC2=C1)NC1=C(C=C(C=C1)F)F)NC1=NNC(=C1)C1CC1 7-fluoro-N2-(2,4-difluorophenyl)-N4-(5-cyclopropyl-1H-pyrazol-3-yl)quinazoline-2,4-diamine